OC(C#CC1=NC(=CC(=C1)C=1C=C(C=CC1C)NC(=O)C1=CC(=NC=C1)C(F)(F)F)N1CCOCC1)(C)C N-[3-[2-(3-hydroxy-3-methylbut-1-yn-1-yl)-6-(morpholin-4-yl)pyridin-4-yl]-4-methylphenyl]-2-(trifluoromethyl)pyridine-4-carboxamide